P(=O)(O)(O)[O-].C(CCC)[NH+](CCCC)CCCC.C(CCC)[NH+](CCCC)CCCC.P(=O)(O)(O)[O-] di-tributyl-ammonium dihydrogen phosphate